1,3,5-tri-tert-butyl-benzene C(C)(C)(C)C1=CC(=CC(=C1)C(C)(C)C)C(C)(C)C